BrC=1C=CC(=NC1)C(C)O 1-(5-bromopyridin-2-yl)ethanol